C(C=C)OC1=C(C=CC(=C1)OC)C=C 2-(allyloxy)-4-methoxy-1-vinylbenzene